1-((4-butoxyphenyl)sulfonyl)-4-phenethyl-piperidine 1-octylnonyl-8-aminooctanoate C(CCCCCCC)C(CCCCCCCC)OC(CCCCCCCN)=O.C(CCC)OC1=CC=C(C=C1)S(=O)(=O)N1CCC(CC1)CCC1=CC=CC=C1